(3R)-3-[(2S)-3-[3-(2-aminoethoxy)phenyl]-1-(tert-butoxy)-1-oxopropane-2-yl]pyrrolidine-1-carboxylic acid tert-butyl ester C(C)(C)(C)OC(=O)N1C[C@H](CC1)[C@@H](C(=O)OC(C)(C)C)CC1=CC(=CC=C1)OCCN